8,9-difluoropyrano[3,4-c]isochromene-1,6(2H,4H)-dione FC=1C(=CC=2C3=C(OC(C2C1)=O)COCC3=O)F